FC1=C(C(=CC(=C1)OC)F)C1=C(C(N(N1C)C1=NC(=CC=C1C(F)(F)F)OCC(C)(C)O)=O)NC(C1=CC=C(C=C1)OC(F)F)=O N-[5-(2,6-difluoro-4-methoxyphenyl)-2-[6-(2-hydroxy-2-methylpropoxy)-3-(trifluoromethyl)pyridin-2-yl]-1-methyl-3-oxo-2,3-dihydro-1H-pyrazol-4-yl]-4-(difluoromethoxy)benzamide